(4-(4-propenoyl-1-piperazinyl)-1-benzyl-7-chloro-6-phthalazinyl)-3-fluorophenol C(C=C)(=O)N1CCN(CC1)C1=NN=C(C2=CC(=C(C=C12)C1=C(C=CC=C1F)O)Cl)CC1=CC=CC=C1